2-O-α-D-Galactopyranosyl-D-galactose [C@H]1([C@H](O)[C@@H](O)[C@@H](O)[C@H](O1)CO)O[C@@H](C=O)[C@@H](O)[C@@H](O)[C@H](O)CO